1-(1-(5-bromopyrimidin-2-yl)piperidin-4-yl)-6-fluoro-4-methyl-1,4-dihydroquinoxaline BrC=1C=NC(=NC1)N1CCC(CC1)N1C=CN(C2=CC(=CC=C12)F)C